C(C1=CC=CC=C1)(=O)OCCOCCC1=NC(=NO1)C1=NC=C(C=C1C)N 2-{2-[3-(5-Amino-3-methylpyridin-2-yl)-1,2,4-oxadiazol-5-yl]ethoxy}ethyl benzoate